2,5-dioxopyrrolidin-1-yl 2-(3'-hydroxy-[1,1'-biphenyl]-3-yl)acetate OC=1C=C(C=CC1)C1=CC(=CC=C1)CC(=O)ON1C(CCC1=O)=O